CP(=O)(C)C1=CC(=C(C=C1)NCC#CC1=C(C2=C(S1)C(=CC=C2)NC2CC1(CN(C1)C(=O)OC(C)(C)C)C2)CC(F)(F)F)OC tert-butyl 6-((2-(3-((4-(dimethylphosphoryl)-2-methoxyphenyl)amino)prop-1-yn-1-yl)-3-(2,2,2-trifluoroethyl)benzo[b]thiophen-7-yl)amino)-2-azaspiro[3.3]heptane-2-carboxylate